(anthracene-9-yl-d9)boronic acid C1(=C(C(=C(C=2C(=C3C(=C(C(=C(C3=C(C12)B(O)O)[2H])[2H])[2H])[2H])[2H])[2H])[2H])[2H])[2H]